N-ethyl-1-oxo-1H-phenalene-2,3-dicarboximide C(C)N1C(=O)C=2C(C=3C=CC=C4C=CC=C(C2C1=O)C34)=O